1-((4aS,6S,7R,7aS)-7-Fluoro-2-((2-(methoxymethyl)benzyl)oxy)-2-oxidotetrahydro-4H-furo[3,2-d][1,3,2]dioxaphosphinin-6-yl)-5-methylpyrimidine-2,4(1H,3H)-dione F[C@H]1[C@H](O[C@@H]2[C@@H]1OP(OC2)(=O)OCC2=C(C=CC=C2)COC)N2C(NC(C(=C2)C)=O)=O